3H-spiro[furo[2,3-b]pyridine-2,4'-Piperidin]-6-ol N1CCC2(CC1)CC=1C(=NC(=CC1)O)O2